CC(CCCCCCC(N)N)=CCCC=C(CCCCCCCCC)C 8,13-dimethyl-8,12-docosadienediamine